FC(C12CC(C1)(C2)C2=NN=C(S2)N)(F)F 5-(3-(trifluoromethyl)bicyclo[1.1.1]pentan-1-yl)-1,3,4-thiadiazol-2-amine